NC1=NC(=C2N=CN(C2=N1)[C@H]1C=C[C@H](C1)COP(=O)(OC1=CC=C(C=C1)Br)N[C@@H](CC(=O)OC)C(=O)OC)OC Dimethyl ((((1S,4R)-4-(2-amino-6-methoxy-9H-purin-9-yl)cyclopent-2-en-1-yl)methoxy)(4-bromophenoxy)phosphoryl)-L-aspartate